5-(1-fluoro-3-hydroxy-7-pyrrolidin-3-yl-2-naphthyl)-1,1-dioxo-1,2,5-thiadiazolidin-3-one FC1=C(C(=CC2=CC=C(C=C12)C1CNCC1)O)N1CC(NS1(=O)=O)=O